ClC1=NC=CC2=C1C(=NN2)Cl dichloropyrazolo[4,3-c]pyridine